FC1=CC=C(C2=CN(N=C12)C1OCC1)C(=O)N(C)OC 7-Fluoro-N-methoxy-N-methyl-2-(oxetan-2-yl)indazole-4-carboxamide